FC1=C(C=C(C=C1)C1=CC(=NC=C1)NC(C)=O)C(F)(F)F N-(4-(4-fluoro-3-(trifluoromethyl)phenyl)pyridin-2-yl)acetamide